O=C1C=NC=C2N1C(CC2)C(=O)O 4-oxo-4,6,7,8-tetrahydropyrrolo[1,2-a]pyrazine-6-carboxylic acid